1'-(6-amino-5-((2-amino-3-chloro-pyridin-4-yl)thio)pyrazin-2-yl)-6-(1,4-dimethyl-1H-1,2,3-triazol-5-yl)-1,3-dihydrospiro[indene-2,4'-piperidin]-1-amine NC1=C(N=CC(=N1)N1CCC2(CC1)C(C1=CC(=CC=C1C2)C2=C(N=NN2C)C)N)SC2=C(C(=NC=C2)N)Cl